6-Bromo-5-(2,2,2-trifluoroethoxy)-[1,2,4]triazolo[1,5-a]pyrazin-2-amine BrC=1N=CC=2N(C1OCC(F)(F)F)N=C(N2)N